CN1C[C@H]([C@@H](CC1)NC=1N=C(C(=NC1CC1=CC=C(C=C1)F)C(=O)NC)C)C 5-((trans-1,3-dimethylpiperidin-4-yl)amino)-6-(4-fluorobenzyl)-N,3-dimethylpyrazine-2-carboxamide